FC(C=1C=CC=2N(N1)C(=CN2)C2=CC(=NC=N2)N2C(C(C(C(C2)C)(F)F)CNS(=O)(=O)C)C)F N-((1-(6-(6-(difluoromethyl)imidazo[1,2-b]pyridazin-3-yl)pyrimidin-4-yl)-4,4-difluoro-2,5-dimethylpiperidin-3-yl)methyl)methanesulfonamide